C(C)(C)(C)OC(=O)NCC12CCC(CC1)(CC2)C(=O)O 4-{[(tert-butoxycarbonyl)amino]methyl}bicyclo[2.2.2]octane-1-carboxylic acid